ClC1=CC(=CC(=N1)N1CCN(CC1)S(=O)(=O)C1=CC=C(C=C1)NC(C1=CC(=C(C=C1)O)O)=O)C(F)(F)F N-[4-[4-[6-chloro-4-(trifluoromethyl)-2-pyridyl]piperazin-1-yl]sulfonylphenyl]-3,4-dihydroxy-benzamide